C(C1=CC=CC=C1)OC(=O)NCCOC=1C=C(C=C(C1)OC)C[C@H](C(=O)OC(C)(C)C)[C@@H]1CN(CC1)C(=O)OC(C)(C)C tert-butyl (R)-3-((S)-3-(3-(2-(((benzyloxy)carbonyl)amino)ethoxy)-5-methoxyphenyl)-1-(tert-butoxy)-1-oxopropan-2-yl)pyrrolidine-1-carboxylate